N-[1-(cyclopropylmethyl)-3-(methylamino)-2,3-dioxo-propyl]-3-[3,3-dimethyl-2-[(2,2,2-trifluoroacetyl)amino]butanoyl]-6,6-dimethyl-3-azabicyclo[3.1.0]hexane-2-carboxamide C1(CC1)CC(C(C(=O)NC)=O)NC(=O)C1C2C(C2CN1C(C(C(C)(C)C)NC(C(F)(F)F)=O)=O)(C)C